NCCOCCOCCNC1=CC=C(C=2C(C3=CC=CC=C3C(C12)=O)=O)NCCOCCOCCN 1,4-bis((2-(2-(2-aminoethoxy)ethoxy)ethyl)amino)anthracene-9,10-dione